(2-(((2R,3S,4R,5S)-5-(2-chloro-4-(cyclopentylamino)pyrrolo[2,1-f][1,2,4]triazin-7-yl)-3,4-dihydroxytetrahydrofuran-2-yl)methoxy)-1,3-dihydroxypropan-2-yl)phosphonic acid ClC1=NN2C(C(=N1)NC1CCCC1)=CC=C2[C@H]2[C@@H]([C@@H]([C@H](O2)COC(CO)(CO)P(O)(O)=O)O)O